ethyl 7-[(2R)-2-([[3-(2-aminoethoxy)pyridin-2-yl]oxy]methyl)pyrrolidin-1-yl]-6-chloro-1-[6-(dimethylamino)pyridin-3-yl]-4-oxoquinoline-3-carboxylate NCCOC=1C(=NC=CC1)OC[C@@H]1N(CCC1)C1=C(C=C2C(C(=CN(C2=C1)C=1C=NC(=CC1)N(C)C)C(=O)OCC)=O)Cl